6-(2-((3aR,5r,6aS)-5-benzyl-5-hydroxyhexa-hydrocyclopenta[c]pyrrol-2(1H)-yl)acetyl)pyridazin-3(2H)-one C(C1=CC=CC=C1)C1(C[C@@H]2[C@@H](CN(C2)CC(=O)C=2C=CC(NN2)=O)C1)O